tert-butyl N-{[5-(2-fluorophenyl)-1-{3-[methyl (morpholine-4-sulfonyl) amino] benzenesulfonyl}-1H-pyrrol-3-yl] methyl}-N-methylcarbamate FC1=C(C=CC=C1)C1=CC(=CN1S(=O)(=O)C1=CC(=CC=C1)N(S(=O)(=O)N1CCOCC1)C)CN(C(OC(C)(C)C)=O)C